O(C#N)C1=CC=C(C=C1)S(=O)(=O)C1=CC=C(C=C1)OC#N Bis(4-cyanatophenyl) sulfone